The molecule is a naphthopyran that is 1H-naphtho[2,3-c]pyran-5,10-diol in which the hydroxy group at position 5 (furthest from the pyran oxygen) has been converted to the corresponding beta-D-glucoside, while that at position 10 has been converted to the corresponding 6-deoxy-beta-D-glucopyranoside (beta-D-quinovoside). It was isolated from the flowered aerial parts of the annual plant Mitracarpus scaber. It has a role as an anti-inflammatory agent and a plant metabolite. It is a naphthopyran and a beta-D-glucoside. C[C@@H]1[C@H]([C@@H]([C@H]([C@@H](O1)OC2=C3COC=CC3=C(C4=CC=CC=C42)O[C@H]5[C@@H]([C@H]([C@@H]([C@H](O5)CO)O)O)O)O)O)O